[N+](=O)([O-])C1=C(C=CC=C1N)NC1CCN(CC1)CC1=CC=C(C=C1)[Si](C)(C)C 2-nitro-N1-(1-(4-(trimethylsilyl)benzyl)piperidin-4-yl)benzene-1,3-diamine